N-[5-[[4-[1-[3-chloro-4-(2-chloroethoxy)-5-cyano-phenyl]-1-methyl-ethyl]phenoxy]methyl]-4-[4-(dimethoxymethyl)-1-piperidyl]pyrimidin-2-yl]methanesulfonamide ClC=1C=C(C=C(C1OCCCl)C#N)C(C)(C)C1=CC=C(OCC=2C(=NC(=NC2)NS(=O)(=O)C)N2CCC(CC2)C(OC)OC)C=C1